C1(=CC(=CC(=C1)C)C)P([C@@H](C)[C-]1C(=CC=C1)C1=C(C=CC=C1)P(C1=CC(=CC(=C1)C)C)C1=CC(=CC(=C1)C)C)C1=CC(=CC(=C1)C)C.[CH-]1C=CC=C1.[Fe+2] (S)-1-[(S)-1-[bis(3,5-xylyl)phosphino]ethyl]-2-[2-[bis(3,5-xylyl)phosphino]phenyl]ferrocene